[O-2].[O-2].[O-2].[Sb+3].[Sb+3] diantimony trioxide